C(CC)NCCCCCC(=O)O N-propyl-6-aminohexanoic acid